(3-(azetidine-1-carbonyl)-1-(6-(1,1-difluoroethyl)pyridin-2-yl)-1H-pyrazolo[4,3-c]pyridin-6-yl)acetamide N1(CCC1)C(=O)C1=NN(C2=C1C=NC(=C2)CC(=O)N)C2=NC(=CC=C2)C(C)(F)F